FC1=C(C=CC(=N1)C(=O)NC)N1CCN(CC1)CC1CC=2NC(C(=CC2OC1)C)=O 6-Fluoro-N-methyl-5-(4-((7-methyl-6-oxo-3,4,5,6-tetrahydro-2H-pyrano[3,2-b]pyridin-3-yl)methyl)piperazin-1-yl)picolinamide